[Co+2].[Pt+2].[N-]=C=O.[N-]=C=O.[N-]=C=O.[N-]=C=O isocyanate platinum cobalt